[N+](=O)([O-])C1=CC=C(C=C1)S(=O)(=O)O[C@@H](C(=O)NC1=CC=C(C(=O)OC(C)(C)C)C=C1)CC1=CC=CC=C1 tert-butyl (R)-4-(2-(((4-nitrophenyl)sulfonyl)oxy)-3-phenylpropanamido)benzoate